(2S,5R)-4-(2-(3-cyclopropyl-1,2,4-oxadiazol-5-yl)-1-(4-fluorophenyl)ethyl)-2,5-dimethylpiperazine-1-carboxylic acid tert-butyl ester C(C)(C)(C)OC(=O)N1[C@H](CN([C@@H](C1)C)C(CC1=NC(=NO1)C1CC1)C1=CC=C(C=C1)F)C